FC(C(=O)O)(F)F.NC(C(=O)[C@@]1(OC1)C)CC(C)C 2-amino-4-methyl-1-[(2R)-2-methyl-oxiranyl]-1-pentanone trifluoroacetate